Ethyl ({4-bromo-6-[(1-fluoropropan-2-yl)carbamoyl]pyridin-2-yl} carbamothioyl)carbamate BrC1=CC(=NC(=C1)C(NC(CF)C)=O)NC(=S)NC(OCC)=O